P(=O)(Br)(Br)Br phosphoroyl bromide